C(C=C)OCC(C)O 1-allyloxypropan-2-ol